C1(=CC=CC=C1)C1=C2C(=NC=C1)C(=CN2)NC(OC(C)(C)C)=O Tert-butyl (7-phenyl-1H-pyrrolo[3,2-b]pyridine-3-yl)carbamate